C(#N)C1=C(OCCCCCOC=2C=CC(=NC2)C#N)C=CC=C1 5-((5-(cyanophenoxy)pentyl)oxy)pyridinecarbonitrile